O[C@H]1CC[C@@]2([C@H]3CC[C@@]4([C@H](CC[C@H]4[C@@H]3CC=C2C1)[C@@H](CCC(=O)N(OC)CCO)C)C)C (R)-4-((3S,8S,9S,10R,13R,14S,17R)-3-hydroxy-10,13-dimethyl-2,3,4,7,8,9,10,11,12,13,14,15,16,17-tetradecahydro-1H-cyclopenta[a]phenanthren-17-yl)-N-(2-hydroxyethyl)-N-methoxypentanamide